3-Methyl-1-((4-(tetrahydro-2H-pyran-4-yl)piperidin-1-yl)sulfonyl)-1H-imidazol-3-ium triflate [O-]S(=O)(=O)C(F)(F)F.C[N+]1=CN(C=C1)S(=O)(=O)N1CCC(CC1)C1CCOCC1